(7R,14R)-11-(2-((S)-2-(aminomethyl)pyrrolidin-1-yl)pyrimidin-5-yl)-6-(methyl-d3)-1-(prop-1-yn-1-yl)-6,7-dihydro-7,14-methanobenzo[f]benzo[4,5]imidazo[1,2-a][1,4]diazocin-5(14H)-one NC[C@H]1N(CCC1)C1=NC=C(C=N1)C1=CC2=C(N=C3N2[C@H]2C4=C(C(N([C@@H]3C2)C([2H])([2H])[2H])=O)C=CC=C4C#CC)C=C1